NC=1C=2C(C(NN1)=O)=NN(C2C2=CC=C(C=C2)OC2CCCCC2)C=2C=NC(=CC2)C#C 4-amino-3-(4-(cyclohexyloxy)phenyl)-2-(6-ethynylpyridin-3-yl)-2,6-dihydro-7H-pyrazolo[3,4-d]pyridazin-7-one